2-((2,3-dimethylphenyl)amino)benzoic acid CC1=C(C=CC=C1C)NC1=C(C(=O)O)C=CC=C1